N(=[N+]=[N-])[C@]1([C@H]([C@@H]([C@@H](O1)N1C(N=C(C=C1)NO)=O)F)O)CO 1-(4-C-azido-2-deoxy-2-fluoro-β-D-arabinofuranosyl)-4-(hydroxyamino)-2(1H)-Pyrimidinone